C(CCCCCCCCCC)[N+]1=C(NC=C1)CCO.[Na+] sodium undecyl-hydroxyethyl-imidazolium